(S)-N-(3-(1-((2-ethyl-2H-pyrazolo[3,4-b]pyrazin-6-yl)amino)ethyl)phenyl)-3-fluoro-4-(4-methylpiperazin-1-yl)benzamide C(C)N1N=C2N=C(C=NC2=C1)N[C@@H](C)C=1C=C(C=CC1)NC(C1=CC(=C(C=C1)N1CCN(CC1)C)F)=O